FC(C1=NC(=NO1)C=1C=CC(=NC1)COC1=NC2=CC=NC=C2C=C1)(F)F 2-({5-[5-(trifluoromethyl)-1,2,4-oxadiazol-3-yl]pyridin-2-yl}methoxy)-1,6-naphthyridine